sodium (2S,5R)-3-methyl-7-oxo-2-(((tetrahydrofuran-3-yl) oxy) carbamoyl)-1,6-diazabicyclo[3.2.1]oct-3-en-6-yl sulfate S(=O)(=O)(ON1[C@@H]2C=C([C@H](N(C1=O)C2)C(NOC2COCC2)=O)C)[O-].[Na+]